O1COC2=C1C=CC(=C2)CC(C)N(C(=O)C2COCC2)C N-[2-(2H-1,3-Benzodioxol-5-yl)-1-methyl-ethyl]-N-methyl-tetrahydro-3-furamide